O=S1(CCN(CC1)C(=O)N1CCN(CC1)C1=C2C(=NC=C1)NC(N2)=O)=O 7-(4-(1,1-dioxidothiomorpholine-4-carbonyl)piperazin-1-yl)-1,3-dihydro-2H-imidazo[4,5-b]pyridin-2-one